FC1(CN[C@H]2[C@@H]1CN(CC2)CC(C(=O)O)(C)C)F 3-((3aS,7aR)-3,3-difluorohexahydro-1H-pyrrolo[3,2-c]pyridin-5(6H)-yl)-2,2-dimethylpropionic acid